Bis(ethylcyclopentadienyl)magnesium CCC1=[C-]CC=C1.CCC1=[C-]CC=C1.[Mg+2]